FC(CC(C(=O)NC1=NC=CC(=C1)C1=C(C=2N=CN=CC2N1)C1=NC=CC=C1)C1=CC=C(C=C1)F)F 4,4-difluoro-2-(4-fluorophenyl)-N-{4-[7-(pyridin-2-yl)-5H-pyrrolo[3,2-d]pyrimidin-6-yl]pyridin-2-yl}butanamide